C[C@@H](C(=O)N[C@@H](CC(C)C)C(=O)[O-])[NH3+] The molecule is a peptide zwitterion obtained by transfer of a proton from the carboxy to the amino terminus of Ala-Leu. It is a tautomer of an Ala-Leu.